N-(3-(2-(tert-butyl)-5-(2-((1-(methylsulfonyl)piperidin-4-yl)amino)-pyrimidin-4-yl)thiazol-4-yl)-2-fluorophenyl)-2,6-difluorobenzenesulfonamide C(C)(C)(C)C=1SC(=C(N1)C=1C(=C(C=CC1)NS(=O)(=O)C1=C(C=CC=C1F)F)F)C1=NC(=NC=C1)NC1CCN(CC1)S(=O)(=O)C